ethyl 5-nitro-2-(2-trimethylsilylethoxymethyl)pyrazole-3-carboxylate [N+](=O)([O-])C=1C=C(N(N1)COCC[Si](C)(C)C)C(=O)OCC